ethyl 3-((2R,4S)-2-(((S)-1-((4-(N-((benzyloxy)carbonyl) carbamimidoyl)benzyl)amino)-1-oxopropan-2-yl)carbamoyl)-4-phenylpiperidin-1-yl)propanoate C(C1=CC=CC=C1)OC(=O)NC(=N)C1=CC=C(CNC([C@H](C)NC(=O)[C@@H]2N(CC[C@@H](C2)C2=CC=CC=C2)CCC(=O)OCC)=O)C=C1